2-methyl-2-[6-[(3R)-3-methylmorpholin-4-yl]-1-(2-trimethylsilylethoxymethyl)pyrazolo[3,4-b]pyridin-4-yl]propionitrile CC(C#N)(C)C1=C2C(=NC(=C1)N1[C@@H](COCC1)C)N(N=C2)COCC[Si](C)(C)C